methyl 5-benzyl-3-((quinoline-8-carboxamido)methyl)-4,5-dihydroisoxazole-5-carboxylate C(C1=CC=CC=C1)C1(CC(=NO1)CNC(=O)C=1C=CC=C2C=CC=NC12)C(=O)OC